3-[3-(3,4-Difluoro-benzyl)-3H-imidazo[4,5-b]pyridin-2-yl]-N-[(S)-1-(4-piperazin-1-yl-phenyl)-ethyl]-propionamide FC=1C=C(CN2C(=NC=3C2=NC=CC3)CCC(=O)N[C@@H](C)C3=CC=C(C=C3)N3CCNCC3)C=CC1F